1-(4-(5-(difluoromethyl)-1,3,4-oxadiazole-2-yl)-2-fluorobenzyl)-3-(pyrrolidine-3-yl)-1,3-dihydro-2H-benzo[d]imidazole-2-one FC(C1=NN=C(O1)C1=CC(=C(CN2C(N(C3=C2C=CC=C3)C3CNCC3)=O)C=C1)F)F